C1(CCCCC1)C1=C(OC2(CC2)C(=O)NS(=O)(=O)C2=CC=CC(=N2)N2CC3(CNC3)C2)C=C(C=C1)C 6-(6-(N-(1-(2-Cyclohexyl-5-methylphenoxy)cyclopropancarbonyl)sulfamoyl)pyridin-2-yl)-2,6-diazaspiro[3.3]heptan